C(C1=CC=CC=C1)N1C(=NC=C1)C1=NN(C2=C(C(=CC=C12)C1=C(C=C(C=C1)OCOCC[Si](C)(C)C)CC)F)C1OCCCC1 3-(1-benzyl-1H-imidazol-2-yl)-6-(2-ethyl-4-((2-(trimethylsilyl)ethoxy)methoxy)phenyl)-7-fluoro-1-(tetrahydro-2H-pyran-2-yl)-1H-indazole